CN1C[C@@H](CCC1)[C@@H]1NC[C@H](CC1)C |&1:3| rac-1-methyl-3-[(2R,5S)-5-methyl-2-piperidyl]Piperidine